BrC=1C(=C(C=C(C1)F)C1=CC(=CC(=C1)F)F)F 3-bromo-2,3',5,5'-tetrafluoro-1,1'-biphenyl